(E)-3-(3-Chloro-4-hydroxyphenyl)-1-phenylprop-2-en-1-one ClC=1C=C(C=CC1O)/C=C/C(=O)C1=CC=CC=C1